O1CC(C1)N1C[C@@H](CCC1)N [(3R)-1-(oxetan-3-yl)-3-piperidyl]amine